C1(CC1)C1=C(C(=NO1)C1=C(C=CC=C1Cl)Cl)COC1=CC=C2C(=N1)COC1=C(O2)C=C(C=C1)C(=O)O 2-((5-cyclopropyl-3-(2,6-dichlorophenyl)isoxazol-4-yl)methoxy)-11H-benzo[2,3][1,4]dioxepino[6,5-b]pyridine-7-carboxylic acid